tert-Butyl 4-(4-(((2-(2,6-dioxopiperidin-3-yl)-1,3-dioxoisoindolin-4-yl)amino)methyl)-1H-pyrazol-1-yl)-3,3-difluoropiperidine-1-carboxylate O=C1NC(CCC1N1C(C2=CC=CC(=C2C1=O)NCC=1C=NN(C1)C1C(CN(CC1)C(=O)OC(C)(C)C)(F)F)=O)=O